2,4-Difluorobenzaldehyde-O-(1-methyl-1H-imidazole-4-carbonyl) oxime CN1C=NC(=C1)C(=O)ON=CC1=C(C=C(C=C1)F)F